3,3-difluoro-2-methyl-propionate FC(C(C(=O)[O-])C)F